CC1=C(C(=C(C=C1)C=1C(=C(C(=C2C1N=C1C=CC3=C4C=CC=CC4=NC3=C12)C1=C(C=CC=2C3=CC=CC=C3NC12)C1=CC=CC=C1)C1=C(C=CC=2C3=CC=CC=C3NC12)C1=CC=CC=C1)C1=C(C(=C(C=C1)C)C)C)C)C bis(trimethylphenyl)bis(phenylcarbazolyl)indolocarbazole